ClC=1C=C(C=C(C1)Cl)C=1C=CC=C2C(=C(C=NC12)N)N(C)C 8-(3,5-dichlorophenyl)-N',N'-dimethyl-quinoline-3,4-diamine